The molecule is a steroid acid anion that is the conjugate base of (25R)-3beta-hydroxycholest-5-en-7-one-26-oic acid, obtained by deprotonation of the carboxy group; major species at pH 7.3. It has a role as a human xenobiotic metabolite. It is a conjugate base of a (25R)-3beta-hydroxycholest-5-en-7-one-26-oic acid. C[C@H](CCC[C@@H](C)C(=O)[O-])[C@H]1CC[C@@H]2[C@@]1(CC[C@H]3[C@H]2C(=O)C=C4[C@@]3(CC[C@@H](C4)O)C)C